OC=1C=C2C[C@@H](COC2=CC1)C(=O)O (S)-6-hydroxychromane-3-carboxylic acid